[Ce].[Mn].[Co] Cobalt-Manganese-Cerium